C(C)N(S(=O)(=O)C1=CN=C(S1)C(=O)N)C(C(F)(F)F)C1=CC=C(C=C1)F 5-(N-ethyl-N-(2,2,2-trifluoro-1-(4-fluorophenyl)ethyl)sulfamoyl)thiazole-2-carboxamide